4-(2-benzyloxy-3-chloro-6-fluoro-phenyl)-5-hydroxy-6-methyl-2-prop-2-ynyl-pyridazin-3-one C(C1=CC=CC=C1)OC1=C(C(=CC=C1Cl)F)C=1C(N(N=C(C1O)C)CC#C)=O